FC=1C=C(C=CC1)C1=C2N(C(=NC1=O)NC1CC(C1)O)C=CC(=C2)C(F)(F)F 4-(3-Fluorophenyl)-1-(((1S,3S)-3-hydroxycyclobutyl)amino)-6-(trifluoromethyl)-3H-pyrido[1,2-c]Pyrimidine-3-one